acryloyl-oxynaphthalenesulfonic acid C(C=C)(=O)OC1=C(C2=CC=CC=C2C=C1)S(=O)(=O)O